tert-butyl (4S)-4-[3-[3-[[2-chloro-6-(3-fluoro-5-isobutoxy-phenyl)pyridine-3-carbonyl] sulfamoyl]pyrazol-1-yl]propyl]-2,2-dimethyl-pyrrolidine-1-carboxylate ClC1=NC(=CC=C1C(=O)NS(=O)(=O)C1=NN(C=C1)CCC[C@H]1CC(N(C1)C(=O)OC(C)(C)C)(C)C)C1=CC(=CC(=C1)OCC(C)C)F